Cl.NC1=C(C2=CC=CC=C2C=C1)O 2-amino-1-naphthol hydrochloride